1-(4-Fluoro-2-methylphenyl)-3-(6-methoxy-2-methylpyridin-3-yl)-4-oxo-6-(trifluoromethyl)-1,2,3,4-tetrahydroquinazoline-7-carbonitrile FC1=CC(=C(C=C1)N1CN(C(C2=CC(=C(C=C12)C#N)C(F)(F)F)=O)C=1C(=NC(=CC1)OC)C)C